1,5-dicyanonaphthalene C(#N)C1=CC=CC2=C(C=CC=C12)C#N